carbazolyl-Phosphoric Acid C1(=CC=CC=2C3=CC=CC=C3NC12)OP(O)(O)=O